N-[2-methyl-8-{4-(trifluoromethyl)phenoxy}-5,6,7,8-tetrahydroquinolin-5-yl]acrylamide CC1=NC=2C(CCC(C2C=C1)NC(C=C)=O)OC1=CC=C(C=C1)C(F)(F)F